C1=C(C(=CC2=CC(=C(C=C12)C(=O)[O-])C(=O)[O-])C(=O)[O-])C(=O)[O-] Naphthalin-2,3,6,7-Tetracarboxylat